tert-butyl 2-[2-[(3-bromo-2-methyl-phenyl)carbamoyl]-6,7-dihydro-4H-pyrazolo[1,5-a]pyrazin-5-yl]acetate BrC=1C(=C(C=CC1)NC(=O)C1=NN2C(CN(CC2)CC(=O)OC(C)(C)C)=C1)C